3-benzyl-1-(trans-4-((5-cyanopyridin-2-yl)amino)cyclohexyl)-1-(3-fluoro-4-(1-methyl-1H-pyrazol-4-yl)phenyl)urea C(C1=CC=CC=C1)NC(N(C1=CC(=C(C=C1)C=1C=NN(C1)C)F)[C@@H]1CC[C@H](CC1)NC1=NC=C(C=C1)C#N)=O